C(C)OC(=O)[C@H]1C2CCC([C@@H]1NC1=NC(=NN3C1=CC=C3I)Cl)CC2 (1R,2S,3S,4R)-3-((2-chloro-7-iodopyrrolo[2,1-f][1,2,4]triazin-4-yl)amino)bicyclo[2.2.2]octane-2-carboxylic acid ethyl ester